C(C1=CC=CC=C1)C=1C(NC(NC1C1CCC(=CC1)C1=C(C=C(C=C1)OCC1CC1)Cl)=O)=O 5-benzyl-6-(2'-chloro-4'-(cyclopropylmethoxy)-2,3,4,5-tetrahydro-[1,1'-biphenyl]-4-yl)pyrimidine-2,4(1H,3H)-dione